C(C)(C)(C)S(=O)(=O)C=1C(=CC=2N(C1)C=CN2)OCCN2C(OCC2)=O 3-(2-((6-(tert-butylsulfonyl)imidazo[1,2-a]pyridin-7-yl)oxy)ethyl)oxazolidin-2-one